γ-nonenolactone C1(CC=CCCCCCO1)=O